4-[2,2-dimethyl-3-(3-phenyl-1,2,4-oxadiazol-5-yl)cyclopropyl]-2-fluorobenzenesulfonamide CC1(C(C1C1=NC(=NO1)C1=CC=CC=C1)C1=CC(=C(C=C1)S(=O)(=O)N)F)C